3,5-dimethyl-N-{6-[(trifluoromethyl)sulfanyl]-1,3-benzothiazol-2-yl}adamantane-1-carboxamide CC12CC3(CC(CC(C1)(C3)C)C2)C(=O)NC=2SC3=C(N2)C=CC(=C3)SC(F)(F)F